C(=S)(S)NCCNC(=S)S.[Na].[Na] disodium N,N'-bis-(dithiocarboxy)ethylenediamine